C(CC)C(C(C(=O)O)(C#N)C(C)C)(C(=O)O)C(C)C.C(C)(C)C(C(=O)OCCC)(C(C(=O)OCCC)C(C)C)C#N di-n-propyl 2,3-diisopropyl-2-cyanobutanedioate (n-propyl 2,3-diisopropyl-2-cyanobutanedioate)